N1=C(C=CC=C1)N1CCN(C2=CC=CC=C12)C(=O)NCC1NCCC1 4-(pyridin-2-yl)-N-(pyrrolidin-2-ylmethyl)-3,4-dihydroquinoxaline-1(2H)-carboxamide